C(N)(=O)C1=[N+](C=CC(=C1)NC(=O)[C@@H]1O[C@]([C@@H]([C@H]1C1=C(C(=C(C=C1)F)F)OC)C)(C(F)(F)F)C)[O-] 2-carbamoyl-4-((2R,3S,4R,5R)-3-(3,4-difluoro-2-methoxyphenyl)-4,5-dimethyl-5-(trifluoromethyl)tetrahydrofuran-2-carboxamido)pyridine 1-oxide